N-(6-ethoxy-1,3-benzothiazol-2-yl)bicyclo[3.3.1]nonane-3-carboxamide C(C)OC1=CC2=C(N=C(S2)NC(=O)C2CC3CCCC(C2)C3)C=C1